CC1=NS(C2=C1C=CC=C2)(=O)=O 3-methyl-1,2-benzisothiazole-1,1-dioxide